3'-(propane-2,2-diylbis(sulfanediyl))bis(1-(p-tolyl)propan-1-one) CC(C)(SC(C(=O)C1=CC=C(C=C1)C)C)SC(C(=O)C1=CC=C(C=C1)C)C